3,6-di-naphthalene-2-yl-9-(4-benzoxazole-2-yl-phenyl)-9H-carbazole C1=C(C=CC2=CC=CC=C12)C=1C=CC=2N(C3=CC=C(C=C3C2C1)C1=CC2=CC=CC=C2C=C1)C1=CC=C(C=C1)C=1OC2=C(N1)C=CC=C2